FC1=CC=C(C=C1)C1=CC(=C(C=C1)NC(OC(C)(C)C)=O)NC(C1=CC=C(C=C1)S(=O)(=N)C=1N(C=CN1)COCC[Si](C)(C)C)=O tert-butyl N-[4-(4-fluorophenyl)-2-[[4-[[1-(2-trimethylsilylethoxymethyl)imidazol-2-yl]sulfonimidoyl]benzoyl]amino]phenyl]carbamate